N-(1,1-dioxo-2,3-dihydro-1λ6-benzothiophen-7-yl)-1-methyl-N-(1-methyl-2-oxo-1,2-dihydropyridine-4-carbonyl)-2-oxo-1,2-dihydropyridine-4-carboxamide O=S1(CCC2=C1C(=CC=C2)N(C(=O)C2=CC(N(C=C2)C)=O)C(=O)C2=CC(N(C=C2)C)=O)=O